(2R,4S)-rel-2-[4-(2,3-dichloro-6-hydroxyphenyl)piperidin-2-yl]-1-(morpholin-4-yl)ethan-1-one ClC1=C(C(=CC=C1Cl)O)[C@@H]1C[C@@H](NCC1)CC(=O)N1CCOCC1 |o1:9,11|